4-methyl-2-(2,2,2-trifluoroethoxy)pyrimidine CC1=NC(=NC=C1)OCC(F)(F)F